methyl-4-Boc-piperazine CN1CCN(CC1)C(=O)OC(C)(C)C